N-[(3R,4R)-3-fluorooxan-4-yl]-2-{3-[(4-methanesulfonyl-2-methoxyphenyl)amino]prop-1-yn-1-yl}-1-(2,2,2-trifluoroethyl)-1H-indol-4-amine F[C@H]1COCC[C@H]1NC=1C=2C=C(N(C2C=CC1)CC(F)(F)F)C#CCNC1=C(C=C(C=C1)S(=O)(=O)C)OC